CC1=CC(=C(C=C1)CC1CCCCC1)CC1CCCCC1 (4-methyl-1,2-phenylene)bis(methylene)dicyclohexane